6-(4-(5-((2,7-Diazaspiro[3.5]nonan-2-yl)methyl)pyridin-2-yl)indolin-1-yl)-N-((1R,2S)-2-fluorocyclopropyl)-8-(methylamino)imidazo[1,2-b]pyridazine-3-carboxamide 2,2,2-trifluoroacetate FC(C(=O)O)(F)F.C1N(CC12CCNCC2)CC=2C=CC(=NC2)C2=C1CCN(C1=CC=C2)C=2C=C(C=1N(N2)C(=CN1)C(=O)N[C@H]1[C@H](C1)F)NC